5-(trifluoromethylthio)furan-2-carboxylic acid FC(SC1=CC=C(O1)C(=O)O)(F)F